N-[2-(4-benzyloxypiperidin-1-yl)-2-(1,3-thiazol-5-yl)ethyl]benzamide C(C1=CC=CC=C1)OC1CCN(CC1)C(CNC(C1=CC=CC=C1)=O)C1=CN=CS1